O1C(=NC2=C1C=CC=C2)NC(=O)[C@@H]2CN(CC2)C#N (S)-N-(benzo[d]oxazol-2-yl)-1-cyanopyrrolidine-3-carboxamide